C1(=CC=C(C=C1)O)C=1C(=CC(=CC1)C1=CC=CC=C1)O [1,1':4',1''-terphenyl]-2',4-diol